C1C(=CC2=CC=CC=C12)C=1N=C(SC1)NC(OC(C)(C)C)=O tert-butyl (4-(1H-inden-2-yl)thiazol-2-yl)carbamate